FC(C1CN(C1)C1=CC=C(C=N1)C1CN(C1)C(=O)N1CC(C1)NS(=O)(=O)C)(F)F N-[1-[3-[6-[3-(trifluoromethyl)azetidin-1-yl]-3-pyridyl]azetidin-1-carbonyl]azetidin-3-yl]methanesulfonamide